C1(CC1)N(C1=NN2C(S1)=NC=C2C=2C=C(C(=O)N)C=CC2)C 3-[2-(cyclopropyl-methyl-amino)imidazo[2,1-b][1,3,4]thiadiazol-5-yl]benzamide